3-fluoro-5-(1-(3-(7-fluoro-5-methyl-1-oxo-1,2-dihydroisoquinolin-3-yl)propanoyl)-1,2,3,6-tetrahydropyridin-4-yl)benzonitrile FC=1C=C(C#N)C=C(C1)C=1CCN(CC1)C(CCC=1NC(C2=CC(=CC(=C2C1)C)F)=O)=O